5-(5-(7-(diethylamino)-1,3-dimethyl-2-oxo-1,2-dihydro-1,6-naphthyridin-5-yl)-5,6,7,8-tetrahydropyrido[3,2-d]pyrimidin-2-yl)picolinic acid C(C)N(C1=NC(=C2C=C(C(N(C2=C1)C)=O)C)N1CCCC=2N=C(N=CC21)C=2C=CC(=NC2)C(=O)O)CC